5-azaspiro[2.5]octane dihydrochloride Cl.Cl.C1CC12CNCCC2